1-(carbamoyloxy)-3-phenylpropan C(N)(=O)OCCCC1=CC=CC=C1